C(C)(=O)N1[C@@H](CC(C1)C1=CC(=C(C=C1)OC(F)F)OCC1CC1)CC=1C(=C(C(=O)N)C=CC1)OCC (((2S)-1-acetyl-4-(3-(cyclopropylmethoxy)-4-(difluoromethoxy)phenyl)-pyrrolidin-2-yl)methyl)-2-ethoxybenzamide